C1(=CC=C(C=C1)OC1=C2CC[C@H](C2=CC=C1[N+](=O)[O-])OP(=O)(N1CC1)N1CC1)C1=CC=CC=C1 bis(aziridin-1-yl)phosphinic acid (R)-4-([1,1'-biphenyl]-4-yloxy)-5-nitro-2,3-dihydro-1H-inden-1-yl ester